C(C)(=O)C=1C=C2COC(C2=CC1)=O 5-acetyl-3H-isobenzofuran-1-one